[Si](C)(C)(C(C)(C)C)OCCNC1=C2C=C(C(N(C2=CC=C1)C)=O)C(=O)NC1=CC=CC=C1 5-[2-[tert-Butyl(dimethyl)silyl]oxyethylamino]-1-methyl-2-oxo-N-phenyl-quinoline-3-carboxamide